C(C)C=1C(=NOC1C)CN (4-ethyl-5-methylisoxazol-3-yl)methanamine